4-(4-((3R,4S)-3-amino-4-methylpyrrolidin-1-yl)-6-methylquinazolin-2-yl)-1-(cyclopropylimino)-2,3,4,5-tetrahydro-benzo[f][1,4]thiazepine-1-Oxide N[C@H]1CN(C[C@@H]1C)C1=NC(=NC2=CC=C(C=C12)C)N1CCS(C2=C(C1)C=CC=C2)(=NC2CC2)=O